(R)-3-hydroxybutanoic acid calcium [Ca].O[C@@H](CC(=O)O)C